C1(CCC1)C1=CC=2N(C=C1)C=CN2 7-cyclobutylimidazo[1,2-a]pyridine